Tert-butyl (3R,4S)-3,4-dihydroxypyrrolidine-1-carboxylate O[C@@H]1CN(C[C@@H]1O)C(=O)OC(C)(C)C